(2-chloro-3'-(7-chloro-5-formylbenzo[d]oxazol-2-yl)-2'-methyl-[1,1'-biphenyl]-3-yl)-1,5-dimethyl-4,5,6,7-tetrahydro-1H-imidazo[4,5-c]pyridine-2-carboxamide ClC1=C(C=CC=C1C1N(CCC2=C1N=C(N2C)C(=O)N)C)C2=C(C(=CC=C2)C=2OC1=C(N2)C=C(C=C1Cl)C=O)C